4-((1-(3,5-difluorobenzyl)-7-oxoazepin-4-yl)oxy)-N-(2-((furan-2-ylmethyl)thio)ethyl)benzamide FC=1C=C(CN2CC=C(C=CC2=O)OC2=CC=C(C(=O)NCCSCC=3OC=CC3)C=C2)C=C(C1)F